N#[C-].COC=1C=CC=C(C1OC)OC 3,4,5-trimethoxybenzene isonitrile